1-(2-(dimethylamino)ethyl)benzene-1,2-diamine CN(CCC1(C(C=CC=C1)N)N)C